C(C)(C)(C)OC(CC[C@@H](C(=O)O)NC(=O)OCC1C2=CC=CC=C2C=2C=CC=CC12)=O (2S)-5-(tert-butoxy)-2-{[(9H-fluoren-9-ylmethoxy)carbonyl]amino}-5-oxopentanoic acid